C(CCCCCCCCCCCCCCC)N1C(=C(C(C=2C=CC3=C(C12)OC=C3)=O)OC)C3=CC=CC=C3 N-hexadecyl-8-phenyl-7-methoxy-furo[3,2-h]quinolin-6-one